C(C1=CC=CC=C1)(=O)OC(CCCN([C@@H](C(C)C)C(=O)[O-])C(=O)OC(C1=CC=CC=C1)=O)=O 4-(benzoyloxy)-4-oxobutyl((benzoyloxy)carbonyl)-L-valinate